4,4-difluoro-2,2-dimethylpiperidine FC1(CC(NCC1)(C)C)F